C1(CC1)C[C@@H](C(=O)OC)NCCC1=C(NC=C1)C(=O)OC(C)(C)C tert-butyl 3-[2-[[(1S)-1-(cyclopropylmethyl)-2-methoxy-2-oxo-ethyl]amino]ethyl]-1H-pyrrole-2-carboxylate